1-methylthiourea CNC(=S)N